N-(6-amino-5-methyl-3-pyridyl)-2-[(2R,5S)-2-(2-methoxy-4-pyridyl)-5-methyl-1-piperidyl]-2-oxo-acetamide NC1=C(C=C(C=N1)NC(C(=O)N1[C@H](CC[C@@H](C1)C)C1=CC(=NC=C1)OC)=O)C